N1N=CC=2C1=NC=C(C2)C#CC=2C=C(C(=O)NC1=CC(=C(C=C1)CN1CCN(CC1)C)C(F)(F)F)C=CC2C 3-(2-(1H-pyrazolo[3,4-b]pyridin-5-yl)ethynyl)-4-methyl-N-(4-((4-methylpiperazin-1-yl)methyl)-3-(trifluoromethyl)phenyl)-benzamide